tert-butyl (4,6-dimethylbenzo[d][1,3]dioxol-5-yl)carbamate CC1=C(C(=CC=2OCOC21)C)NC(OC(C)(C)C)=O